O[C@H](COC=1C=C(C=CC1)S(=O)(=O)NCC(F)(F)F)CNC1COC2(C1)CCN(CC2)S(=O)(=O)C2=CC1=CC=CC=C1C=C2 3-((2S)-2-hydroxy-3-(8-(naphthalen-2-ylsulfonyl)-1-oxa-8-azaspiro[4.5]decan-3-ylamino)propoxy)-N-(2,2,2-trifluoroethyl)benzenesulfonamide